BrC=1C=C2C(=NC1)CN(C2)C(=O)C2=C(OC=1N=CN=C(C12)NC1(CC1)C)C 5-{3-bromo-5h,6h,7h-pyrrolo[3,4-b]pyridine-6-carbonyl}-6-methyl-N-(1-methylcyclopropyl)furo[2,3-d]pyrimidin-4-amine